1-(5-methylpyridazin-4-yl)-1H-pyrazol-4-amine CC=1C(=CN=NC1)N1N=CC(=C1)N